methyl (S)-3-(8-aminochroman-5-yl)-2-(tritylamino)propanoate NC=1C=CC(=C2CCCOC12)C[C@@H](C(=O)OC)NC(C1=CC=CC=C1)(C1=CC=CC=C1)C1=CC=CC=C1